2-[N-(3-imidazol-1-ylpropyl)-C-methylcarbonimidoyl]phenol N1(C=NC=C1)CCCN=C(C)C1=C(C=CC=C1)O